methyl 5-(4-(L-valyl-L-valyl)piperazine-1-carbonyl)-2-(2-(4-fluorophenyl)butanamido)-4-methylthiophene-3-carboxylate N[C@@H](C(C)C)C(=O)N[C@@H](C(C)C)C(=O)N1CCN(CC1)C(=O)C1=C(C(=C(S1)NC(C(CC)C1=CC=C(C=C1)F)=O)C(=O)OC)C